methyl 2-((1S,4r)-4-((S)-4-(tert-butoxycarbonyl)-2-(methoxymethyl) piperazin-1-yl) cyclohexyl)-5-(2,2,2-trifluoroacetamido)-2H-indazole-6-carboxylate C(C)(C)(C)OC(=O)N1C[C@H](N(CC1)C1CCC(CC1)N1N=C2C=C(C(=CC2=C1)NC(C(F)(F)F)=O)C(=O)OC)COC